ClC1=NC(=C(C(=N1)OC1CCC1)C)C 2-chloro-4-(cyclobutoxy)-5,6-dimethyl-pyrimidine